C(ONCC)CONCC (ethylenedioxy)bis(ethylamine)